ClC1=C(C=CC(=N1)C(C#N)(C)C)[N+](=O)[O-] 2-(6-chloro-5-nitropyridin-2-yl)-2-methylpropanenitrile